1-(2-methoxyethyl)-3-methylimidazole chloride [Cl-].COCCN1CN(C=C1)C